CNC1CCN(CC1)C1COC1 N-methyl-1-(oxetan-3-yl)piperidin-4-amine